[C@@H]1([C@@H](O)[C@H](O)[C@H](O1)CO)N1C(=O)NC(=O)C=C1 1-(β-D-arabinofuranosyl)uracil